4-[2-(2-chloropyrimidin-5-yl)oxyethyl]morpholine ClC1=NC=C(C=N1)OCCN1CCOCC1